tert-butyl N-[(2E)-3-{[(3-fluoro-4-methoxyphenyl)imino](methyl)oxo-λ6-sulfanyl}prop-2-en-1-yl]carbamate FC=1C=C(C=CC1OC)N=S(/C=C/CNC(OC(C)(C)C)=O)(=O)C